4-[3-(2,6-Dichloro-4-fluorobenzoyl)-2,4-dihydro-1,3-benzoxazin-8-yl]-5-fluoro-2-(3-oxa-8-azabicyclo[3.2.1]oct-8-yl)benzoic acid ClC1=C(C(=O)N2COC3=C(C2)C=CC=C3C3=CC(=C(C(=O)O)C=C3F)N3C2COCC3CC2)C(=CC(=C1)F)Cl